ClC1=NN(C=C1N)C=1C=NC=CC1 3-chloro-4-amino-1-(3-pyridyl)-1H-pyrazole